3,3,4-TRIMETHYLHEPTANE CC(CC)(C(CCC)C)C